2-(2-(3-(3-Bromophenyl)oxetan-3-yl)acetyl)-N-methylhydrazine-1-carbothioamide BrC=1C=C(C=CC1)C1(COC1)CC(=O)NNC(NC)=S